O=C1OC2(CN(C2)C(=O)OC(C)(C)C)CN1[C@H]1CNCCC1 tert-butyl (R)-6-oxo-7-(piperidin-3-yl)-5-oxa-2,7-diazaspiro[3.4]octane-2-carboxylate